NC1=NN(C(=C1C1=NC(=NC=C1F)C1(CCC(CC1)N)N)CC1CC1)C (4-(3-amino-5-(cyclopropylmethyl)-1-methyl-1H-pyrazol-4-yl)-5-fluoropyrimidin-2-yl)cyclohexane-1,4-diamine